C(C=C)N1C(CCCC1)C=O 1-(PROP-2-EN-1-YL)PIPERIDINE-2-CARBALDEHYDE